C1(CC1)CN1C(=CC2=CC=CC(=C12)C1CN(C1)C(=O)C1CC(C1)(C(F)(F)F)O)C1=NN2C(C(=CC(=C2)C=O)OC)=C1C (2-(1-(cyclopropylmethyl)-7-(1-(3-hydroxy-3-(trifluoromethyl)cyclobutane-1-carbonyl)azetidin-3-yl)-1H-indol-2-yl)-4-methoxy-3-methylpyrazolo[1,5-a]pyridin-6-yl)methanone